CN(C(CCCCCCCCCCC\C=C/CCCCCCCC)=O)C N,N-dimethyl-erucic acid amide